S(=O)(=O)(ON1C([C@@H](C1=O)NC(\C(=N/O[C@@H](COC1=CC=C(C=C1)C=1C=[N+](C(=CC1)N1CCNCC1)C)C(=O)O)\C=1N=C(SC1)N)=O)(C)C)[O-] (S)-3-((Z)-2-(2-aminothiazol-4-yl)-2-(((S)-1-carboxy-2-(4-(1-methyl-6-(piperazin-1-yl)pyridin-1-ium-3-yl)phenoxy)ethoxy)imino)acetamido)-2,2-dimethyl-4-oxoazetidin-1-yl sulfate